(R)-2-((2-((1s,4S)-4-(benzyloxy)cyclohexyl)-ethyl)amino)-1-(3-fluorophenyl)ethan-1-ol C(C1=CC=CC=C1)OC1CCC(CC1)CCNC[C@H](O)C1=CC(=CC=C1)F